FC(C(CCCC(=O)C1=CC=CC=C1)=O)F 6,6-difluoro-1-phenylhexane-1,5-dione